ClC1=NC(=CC=C1)C1CC1 2-Chloro-6-cyclopropylpyridine